B(F)(F)F.P(=O)([O-])(F)F.[Li+] Lithium difluorophosphate trifluoroborate